C(C)(C)(C)N(C(O)=O)C1=NC=C(C(=C1)N(C(O)=O)C)OCCOC.COCCOC=1C(=CC(=NC1)NC(OC(C)(C)C)=O)NC(OC)=O tert-butyl methyl (5-(2-methoxy ethoxy)pyridine-2,4-diyl)dicarbamate tert-Butyl-methyl-(5-(2-methoxyethoxy)pyridine-2,4-diyl)dicarbamate